bis(2,4,6-trichlorobenzene) malonate C(CC(=O)O)(=O)O.ClC1=CC(=CC(=C1)Cl)Cl.ClC1=CC(=CC(=C1)Cl)Cl